(Z)-N'-hydroxy-4-(trifluoromethyl)pyrimidine-2-carboxamidine O\N=C(/N)\C1=NC=CC(=N1)C(F)(F)F